C(#C)C1(CCN2C1=NC=C2)O 7-ethynyl-6,7-dihydro-5H-pyrrolo[1,2-a]imidazol-7-ol